3,3'-diformyl-2,2'-dihydroxy-1,1'-biphenyl C(=O)C=1C(=C(C=CC1)C1=C(C(=CC=C1)C=O)O)O